(R)-N-(2-fluoro-4-((2-methoxy-4-methylpyridin-3-yl)carbamoyl)-5-(((S)-1,1,1-trifluoropropan-2-yl)oxy)phenyl)-2-(hydroxymethyl)pyrrolidine-1-carboxamide FC1=C(C=C(C(=C1)C(NC=1C(=NC=CC1C)OC)=O)O[C@H](C(F)(F)F)C)NC(=O)N1[C@H](CCC1)CO